NC1=C(C=2C(=C3C=C(N=NC3=C(C2)Br)C)NC1=O)C1=C2C=NNC2=C(C=C1)F 3-amino-6-bromo-4-(7-fluoro-1H-indazol-4-yl)-9-methyl-1H-pyrido[2,3-f]cinnolin-2-one